C(C)OCC=1N(C2=C(C=[N+](C=3C=CC=CC23)[O-])N1)COCC[Si](C)(C)C 2-[[2-(ethoxymethyl)-5-oxido-imidazo[4,5-c]quinolin-5-ium-1-yl]methoxy]ethyltrimethyl-silane